C1(CCCCC1)NC(=O)C=1N=C(OC1)C1=CC=C(C=C1)NS(=O)(=O)C1=CC=CC=C1 N-Cyclohexyl-2-(4-(phenylsulfonamido)phenyl)oxazole-4-carboxamide